(5-Bromo-1H-imidazo[4,5-b]pyridin-2-yl)-[(3R)-1-ethyl-3-piperidyl]amine BrC1=CC=C2C(=N1)N=C(N2)N[C@H]2CN(CCC2)CC